t-butyl tetrahydropyrimidine-1(2H)-carboxylate N1(CNCCC1)C(=O)OC(C)(C)C